NC=1C(=C(C(=O)NC2=C(C=C(C=C2)C(C(F)(F)F)(C(F)(F)F)F)OC(F)F)C=CC1)F 3-amino-N-[2-difluoromethoxy-4-(1,1,1,2,3,3,3-heptafluoropropan-2-yl)phenyl]-2-fluorobenzamide